COCOC(=C(C(=O)[O-])C)CC methoxymethoxy-ethylmethacrylate